[Si](C1=CC=CC=C1)(C1=CC=CC=C1)(C(C)(C)C)OCC1(CC1)CCC(C(=O)OCC)=O Ethyl 4-(1-{[(tert-butyldiphenylsilyl) oxy] methyl} cyclopropyl)-2-oxobutanoate